C(C)(C)OC[C@H]1CN(CC1)C=1C2=C(N=C(N1)C=1N(C=CN1)C)SC(=C2C)C2=NN(C=C2)C(C)C |r| rac-4-(3-(Isopropoxymethyl)pyrrolidin-1-yl)-6-(1-isopropyl-1H-pyrazol-3-yl)-5-methyl-2-(1-methyl-1H-imidazol-2-yl)thieno[2,3-d]pyrimidine